methyl 5-(thiazol-5-yl)-1H-pyrazolo[4,3-b]pyridine-7-carboxylate S1C=NC=C1C1=CC(=C2C(=N1)C=NN2)C(=O)OC